CN(C(/C=C/CC[C@@H](C(NC=1C(N(C=CC1)CC=1NC2=C(C=C(C=C2C1)F)CC(C)(C)C)=O)=O)OC(=O)N1CCCC1)=O)C [(E,1S)-6-(Dimethylamino)-1-[[1-[[7-(2,2-dimethylpropyl)-5-fluoro-1H-indol-2-yl]methyl]-2-oxo-3-pyridyl]carbamoyl]-6-oxo-hex-4-enyl]pyrrolidin-1-carboxylat